C(C)OC(=O)C1[C@H](N(CC1=O)C(=O)OC(C)(C)C)C (2R)-2-methyl-4-oxopyrrolidine-1,3-dicarboxylic acid 1-tert-butyl 3-ethyl ester